OC1=NC(NC2=CC=CC=C12)=O 4-hydroxyquinazolinone